ClC1=C(OC2CC(C2)C(=O)O)C=CC=C1C=1N(C2=NC=NC(=C2N1)OC1(CC1)C)CC1=C(C=CC(=C1)Cl)OC (1r,3r)-3-(2-chloro-3-(9-(5-chloro-2-methoxybenzyl)-6-(1-methylcyclopropoxy)-9H-purin-8-yl)phenoxy)cyclobutane-1-carboxylic acid